Bis(2,4-di-tert-butyl-6-methyl-phenyl)ethylphosphit C(C)(C)(C)C1=C(C(=CC(=C1)C(C)(C)C)C)C(COP([O-])[O-])C1=C(C=C(C=C1C)C(C)(C)C)C(C)(C)C